Nonanoic acid glycidyl ester C(C1CO1)OC(CCCCCCCC)=O